C1(\C=C/C(=O)O1)=O.OC1=C(C=2C(C3=CC=CC=C3C(C2C=C1)=O)=O)O dihydroxyanthraquinone compound with maleic anhydride